C(C)P(C(COCCC#N)(COCCC#N)OCCC#N)CC ((2-(diethylphosphino)propane-1,2,3-triyl)tris(oxy))tripropanenitrile